P(=O)([O-])([O-])[O-].C(=O)(O)C1=C(C=CC=C1)[Fe+3] 2-carboxyphenyl-iron phosphate